4-amino-7-fluoro-N-((2-methoxy-6-(trifluoromethyl)-3-pyridinyl)methyl)-N,1-dimethyl-1H-pyrazolo[4,3-c]quinoline-8-carboxamide NC1=NC=2C=C(C(=CC2C2=C1C=NN2C)C(=O)N(C)CC=2C(=NC(=CC2)C(F)(F)F)OC)F